9,9-dimethyl-9H-fluoren-3-ol CC1(C2=CC=CC=C2C=2C=C(C=CC12)O)C